ethyl 2-[(trifluoromethanesulfonyl)oxy]pentanoate ethyl-2-hydroxypentanoate C(C)OC(C(CCC)O)=O.FC(S(=O)(=O)OC(C(=O)OCC)CCC)(F)F